C(C1=CC=CC=C1)OC1=C(C(=C(C(=O)OC2=C(C(=C(C(=C2C)C)C(=O)OCOC)C)CC)C(=C1F)C)C)CC 2-ethyl-4-((methoxymethoxy)carbonyl)-3,5,6-trimethylphenyl 4-(benzyloxy)-3-ethyl-5-fluoro-2,6-dimethylbenzoate